(2,5-dioxopyrrolidin-1-yl)-5-[[3-(2-azatricyclo[10.4.0.04,9]hexadeca-1(12),4(9),5,7,13,15-hexaen-10-yn-2-yl)-3-oxo-propyl]amino]-5-oxo-pentanoate O=C1N(C(CC1)=O)C(C(=O)[O-])CCC(=O)NCCC(=O)N1C=2C=CC=CC2C#CC=2C=CC=CC2C1